FC(C=1N=C2N(C=CC(=C2)C2=C(C=CC(=N2)C#N)C=2C=NN(C2)CC(C)(C)C)C1)F 6-[2-(difluoromethyl)imidazo[1,2-a]pyridin-7-yl]-5-[1-(2,2-dimethylpropyl)-1H-pyrazol-4-yl]pyridine-2-carbonitrile